C(C)(=O)O[C@H]1[C@H](OC(C)=O)[C@H](OC(C)=O)[C@@H](OC(C)=O)[C@@H](O1)C 1,2,3,4-tetra-O-acetyl-alpha-L-rhamnose